(3-bromophenyl)(oxetan-3-yl)methanol BrC=1C=C(C=CC1)C(O)C1COC1